Methyl 2-(2-hydroxyethoxy)acetate OCCOCC(=O)OC